trans-2-methyl-2-pentenal CC/C=C(\C)/C=O